6-((1-(tert-butyl)-3-((1S,3R)-3-((isopropylcarbamoyl)oxy)cyclopentyl)-1H-pyrazol-5-yl)amino)picolinic acid C(C)(C)(C)N1N=C(C=C1NC1=CC=CC(=N1)C(=O)O)[C@@H]1C[C@@H](CC1)OC(NC(C)C)=O